chloroquinoline-4-carbaldehyde ClC1=NC2=CC=CC=C2C(=C1)C=O